N-({5-chloro-6-[(3-methyl-5-isoxazolyl)methoxy]-2-indolyl}methyl)1-cyanocyclopropanecarboxamide ClC=1C=C2C=C(NC2=CC1OCC1=CC(=NO1)C)CNC(=O)C1(CC1)C#N